OC1=C(C=CC(=C1)CCCCCCCCCCCCCCC)C(\C=C\C1=CC=CC=C1)=O (E)-1-(2-hydroxy-4-pentadecylphenyl)-3-phenylpropan-2-en-1-one